(S)-3-(6-(2-chlorophenyl)-2-((3-methyl-4-(4-methylpiperazin-1-yl)phenyl)amino)-7-oxopyrido[2,3-d]pyrimidin-8(7H)-yl)pyrrolidine-1-carboxylic acid tert-butyl ester C(C)(C)(C)OC(=O)N1C[C@H](CC1)N1C(C(=CC2=C1N=C(N=C2)NC2=CC(=C(C=C2)N2CCN(CC2)C)C)C2=C(C=CC=C2)Cl)=O